4,4-dimethyl-2-octenoic acid CC(C=CC(=O)O)(CCCC)C